NC1=C(C(=C(C(=O)N(C)C)C=C1)F)C=1C=C2C(=NC1)N(C=C2C=2C=NC=CC2)S(=O)(=O)C2=CC=C(C)C=C2 amino-2-fluoro-N,N-dimethyl-3-(3-(pyridin-3-yl)-1-tosyl-1H-pyrrolo[2,3-b]pyridin-5-yl)benzamide